COC1=C2C=C(N(C2=CC=C1CN1CCC2(CN(C2)C2=NC=NC3=CC=C(C=C23)CC(F)(F)F)CC1)CC(C)N1CCN(CC1)S(=O)(=O)C)C#N 4-Methoxy-1-{2-[4-(methylsulfonyl)piperazin-1-yl]propyl}-5-({2-[6-(2,2,2-trifluoroethyl)quinazolin-4-yl]-2,7-diazaspiro[3.5]non-7-yl}methyl)-1H-indole-2-carbonitrile